tert-Butyl N-[(6R)-6-benzyloxy-13-oxo-6,15-bis(trifluoromethyl)-19-oxa-3,4,18-triazatricyclo[12.3.1.12,5]nonadeca-1(17),2,4,8,14(18),15-hexaen-17-yl]carbamate C(C1=CC=CC=C1)O[C@]1(C2=NN=C(C3=C(C=C(C(C(CCCC=CC1)=O)=N3)C(F)(F)F)NC(OC(C)(C)C)=O)O2)C(F)(F)F